1-(3-((5-bromo-2-((1-(piperidin-4-yl)-1H-pyrazol-4-yl)amino)pyrimidin-4-yl)amino)propyl)piperidin-2-one BrC=1C(=NC(=NC1)NC=1C=NN(C1)C1CCNCC1)NCCCN1C(CCCC1)=O